BrC1=CC2=CN(N=C2C=C1OC)C1CCC2(CCC(N2C)=O)CC1 (5r,8r)-8-(5-Bromo-6-methoxy-2H-indazol-2-yl)-1-methyl-1-azaspiro[4.5]decan-2-one